CC1(CCC2(CCCC(O2)OCCO)CC1)C 2-((9,9-dimethyl-1-oxaspiro[5.5]undec-2-yl)oxy)ethane-1-ol